C1NCC12CCN(CC2)C2=CC=C(C=C2)N(C2C(NC(CC2)=O)=O)C 3-((4-(2,7-diazaspiro[3.5]nonan-7-yl)phenyl)(methyl)amino)piperidine-2,6-dione